FC1=C(C(=O)NCCCCCC(=O)O)C=C(C=C1)CC1=NNC(C2=CC=CC=C12)=O 6-(2-fluoro-5-((4-oxo-3,4-dihydro-phthalazin-1-yl)methyl)benzoylamino)hexanoic acid